ClC=1N=C(C2=C(N1)SC(=C2)CC(F)(F)F)N([C@H]2C[C@H](CC2)NC(OC(C)(C)C)=O)C Tert-butyl [(1S,3R)-3-{[2-chloro-6-(2,2,2-trifluoroethyl)thieno[2,3-d]pyrimidin-4-yl](methyl)amino}cyclopentyl]carbamate